1-(1-([1,3':1',3''-terazetidin]-3-yl)piperidin-4-yl)-3-(4-phenoxyphenyl)-1H-pyrazolo[3,4-d]pyrimidin-4-amine N1(CC(C1)N1CCC(CC1)N1N=C(C=2C1=NC=NC2N)C2=CC=C(C=C2)OC2=CC=CC=C2)C2CN(C2)C2CNC2